Potassium 2-(2-(cyclopropanesulfonamido)pyrimidin-4-yl)-4-methoxybutanoate C1(CC1)S(=O)(=O)NC1=NC=CC(=N1)C(C(=O)[O-])CCOC.[K+]